C(C1=CC=CC=C1)C1C(CCC1)OC(=O)N[C@H](C(=O)N[C@H](C(S(=O)(=O)[O-])O)C[C@H]1C(NCC1)=O)CC(C)C (2S)-2-((2S)-2-((((2-benzylcyclopentyl)oxy)carbonyl)amino)-4-methylpentanamido)-1-hydroxy-3-((S)-2-oxopyrrolidin-3-yl)propane-1-sulfonate